ClC=1C=CC(=C(C1)C1=CC(=C(N=N1)CO)NC1=CC(=NC=N1)NC(=O)C1CC(C1)N1CCC(CC1)C(=O)OCC(CO)(C)C)F 3-hydroxy-2,2-dimethylpropyl 1-{3-[(6-{[6-(5-chloro-2-fluorophenyl)-3-(hydroxymethyl)pyridazin-4-yl]amino}pyrimidin-4-yl)carbamoyl]cyclobutyl}piperidine-4-carboxylate